C(#N)C1=C[C@@]2([C@H](CCC=3C(=NC(=NC23)NC2=CC=NC=C2)OC)[C@H](C1=O)C)C (6aR,7R,10aS)-9-cyano-4-methoxy-7,10a-dimethyl-2-(pyridin-4-ylamino)-5,6a,7,10a-tetrahydrobenzo[H]quinazolin-8(6H)-one